tert-butyl (S)-(1-(4-bromo-5-chloropyridin-2-yl)-2-hydroxyethyl)carbamate BrC1=CC(=NC=C1Cl)[C@@H](CO)NC(OC(C)(C)C)=O